CN(CCC[NH2+]CCNC(=O)C1=CC=CC2=NC3=CC=CC(=C3N=C12)C)CCNC(=O)C1=CC=CC2=NC3=CC=CC(=C3N=C12)C 3-(methyl-(2-(9-methylphenazin-1-carboxamido)ethyl)amino)-N-(2-(9-methylphenazin-1-carboxamido)ethyl)propan-1-aminium